6-chloro-3H-spiro[furo[3,2-c]pyridine-2,3'-pyrrolidine] ClC1=CC2=C(C=N1)CC1(CNCC1)O2